C(#C)C=1C=C(C(=O)NC2=CC(=C(C=C2)CN2CCN(CC2)C)C)C=CC1C 3-ethynyl-N-(3-methyl-4-((4-methylpiperazin-1-yl)methyl)phenyl)-4-methylbenzamide